2-Methyl-6-(methylsulfonyl)thiazolo[5,4-b]pyridin-5-amine CC=1SC2=NC(=C(C=C2N1)S(=O)(=O)C)N